eicosanyl 4-chlorobutyrate ClCCCC(=O)OCCCCCCCCCCCCCCCCCCCC